1,4-dichloro-2-naphthylphenylboronic acid ClC1=C(C=C(C2=CC=CC=C12)Cl)C1=C(C=CC=C1)B(O)O